C(CCCCCCCCCCC)C(C(=O)[O-])(C(=O)[O-])CCCCCCCCCCCC.[Na+].[Na+] sodium 2,2-didodecylmalonate